FC1=CC=C(C=C1)CCCC(=O)O p-fluorobenzenebutyric acid